5-{4-amino-7-[(aminocyclopropyl)ethynyl]-2-{4-[(2-fluoroacrylamino)]phenyl}-1-methylpyrrolo[3,2-c]pyridin-3-yl}-3-chloro-N-[(fluorocyclopropyl)methyl]pyridine-2-carboxamide NC1=NC=C(C2=C1C(=C(N2C)C2=CC=C(C=C2)NC(=O)C(=C)F)C=2C=C(C(=NC2)C(=O)NCC2(CC2)F)Cl)C#CC2(CC2)N